C(OC1=CC=C(C=C1)NC(C)=O)([2H])([2H])[2H] N-(4-methoxy-d3-phenyl)acetamide